C(C)(C)(C)N1C[C@@H]([C@H](CC1)CNC1=NC=2N(C(=C1)N(CC1=C(C=C(C=C1)C1=CC=CC=C1)F)C(=O)OC(C)(C)C)N=CC2CC)O tert-butyl-(3R,4R)-4-(((7-((tert-butoxycarbonyl)((3-fluoro-[1,1'-biphenyl]-4-yl)methyl)amino)-3-ethylpyrazolo[1,5-a]pyrimidin-5-yl)amino)methyl)-3-hydroxypiperidine